(S)-2-(pyrrolidin-1-yl)-3-(1-tosyl-1H-indazol-5-yl)propan-1-amine N1(CCCC1)[C@H](CN)CC=1C=C2C=NN(C2=CC1)S(=O)(=O)C1=CC=C(C)C=C1